4-(((1-(4-(2-(2-aminopyridin-3-yl)-5-phenyl-3H-imidazo[4,5-b]pyridin-3-yl)phenyl)azetidin-3-yl)amino)methyl)-2-hydroxybenzaldehyde NC1=NC=CC=C1C1=NC=2C(=NC(=CC2)C2=CC=CC=C2)N1C1=CC=C(C=C1)N1CC(C1)NCC1=CC(=C(C=O)C=C1)O